ClC=1N(N=C2C=CC(=C(C12)Cl)C=1N(N=C2N=C(N(C(C21)=O)C)O)CC2=CC=C(C=C2)OC)C 3-(3,4-dichloro-2-methyl-2H-indazol-5-yl)-6-hydroxy-2-[(4-methoxyphenyl)methyl]-5-methyl-2H,4H,5H-pyrazolo[3,4-d]pyrimidin-4-one